5-{4-amino-5-[(4,4-difluoropiperidin-1-yl)methyl]pyrrolo[2,1-f][1,2,4]triazin-7-yl}-N-[(3R,4S)-1-(2,5-difluorobenzoyl)-4-fluoropyrrolidin-3-yl]-2-methoxypyridine-3-carboxamide NC1=NC=NN2C1=C(C=C2C=2C=C(C(=NC2)OC)C(=O)N[C@@H]2CN(C[C@@H]2F)C(C2=C(C=CC(=C2)F)F)=O)CN2CCC(CC2)(F)F